C1(CC1)[C@@H](N)C1=NC=CC=C1 (R)-cyclopropyl(pyridine-2-yl)methanamine